CN(C(OCCCC)=O)CCNC butyl methyl(2-(methylamino)ethyl)carbamate